CN([C@H]1CN(CC1)C(=O)C1=CC=C(C=C1)NC=1N=CC2=C(N1)CN(CC2)C2=C(C1=C(OCCN1C(=O)OC(C)(C)C)N=C2)C)C tert-butyl 7-[2-({4-[(3R)-3-(dimethylamino)pyrrolidine-1-carbonyl]phenyl}amino)-5H,6H,7H,8H-pyrido[3,4-d]pyrimidin-7-yl]-8-methyl-1H,2H,3H-pyrido[2,3-b][1,4]oxazine-1-carboxylate